4-((R)-5-(3-bromo-2-fluoro-5-(trifluoromethyl)phenyl)-5-(trifluoromethyl)-4,5-dihydroisoxazol-3-yl)-N-((S)-1-ethyl-5-oxopyrrolidin-3-yl)-2-methylbenzamide BrC=1C(=C(C=C(C1)C(F)(F)F)[C@]1(CC(=NO1)C1=CC(=C(C(=O)N[C@@H]2CN(C(C2)=O)CC)C=C1)C)C(F)(F)F)F